(E)-3-(1,4-dimethyl-1H-benzo[d][1,2,3]triazol-5-yl)acrylic acid tert-butyl ester C(C)(C)(C)OC(\C=C\C1=C(C2=C(N(N=N2)C)C=C1)C)=O